CC(C)NC1=CC=C2C=NN(C2=C1)C1=CN=CC(=N1)N1C=C(C=C1)CC(=O)O [1-(6-{6-[(1-methylethyl)amino]-1H-indazol-1-yl}pyrazin-2-yl)-1H-pyrrol-3-yl]acetic acid